N[C@H](C(=O)N1[C@@H](C[C@H](C1)O)C(=O)N[C@@H](CO)C1=CC=C(C=C1)C1=C(C=CC=C1F)F)C(C)(C)C (2S,4R)-1-((S)-2-amino-3,3-dimethylbutanoyl)-N-((R)-1-(2',6'-difluoro-[1,1'-biphenyl]-4-yl)-2-hydroxyethyl)-4-hydroxypyrrolidine-2-carboxamide